C(C)(=O)OCC(COC1=CC=C(C=C1)S(=O)(=O)C1=CC=C(C=C1)OCC(CCl)OC(C)=O)OC(C)=O 3-(4-((4-(2-acetoxy-3-chloropropoxy)phenyl)sulfonyl)phenoxy)propane-1,2-diyl diacetate